ClC1=C(C=CC(=C1)C=1CCNCC1)NC(C1=CC(=C(C=C1)C=1CCNCC1)F)=O N-(2-chloro-4-(1,2,3,6-tetrahydropyridin-4-yl)phenyl)-3-fluoro-4-(1,2,3,6-tetrahydropyridin-4-yl)benzamide